FC(C1=NN(C=N1)C1CC2(CN(C2)C(=O)N2CC3(C2)CN(C3)CC3=CC(=NN3)C(F)(F)F)C1)F [6-[3-(difluoromethyl)-1,2,4-triazol-1-yl]-2-azaspiro[3.3]heptan-2-yl]-[6-[[3-(trifluoromethyl)-1H-pyrazol-5-yl]methyl]-2,6-diazaspiro[3.3]heptan-2-yl]methanone